1,6-diisopropyl-1,6-diazacyclodecane C(C)(C)N1CCCCN(CCCC1)C(C)C